tert-butyl 5-[5-bromo-2-(ethoxycarbonyl) phenoxy]-1H-indole-1-carboxylate BrC=1C=CC(=C(OC=2C=C3C=CN(C3=CC2)C(=O)OC(C)(C)C)C1)C(=O)OCC